BrC1=C(C=C(C=C1)Cl)CC=O 2-(2-bromo-5-chloro-phenyl)acetaldehyde